P(O)(=O)(OP(=O)(O)OP(=O)(O)O)OC[C@@H]1[C@H]([C@H]([C@@](O1)(N1C=NC=2C(=O)NC(N)=NC12)S)O)O mercaptoguanosine-5'-triphosphate